C1=CC=CC=2C3=CC=CC=C3C(C12)COC(=O)N1[C@@H](CC[C@@H]1C=1C=C(C=CC1)C)C(=O)O (2S,5R)-1-(((9H-fluoren-9-yl)methoxy)carbonyl)-5-(m-tolyl)pyrrolidine-2-carboxylic acid